BrC1=NN(C(=C1Br)Br)CCOC 3,4,5-tribromo-1-(2-methoxyethyl)pyrazole